N-(4-(3-amino-1H-indazol-5-yl)pyridine-2-yl)-2-(pyridine-4-yl)acetamide NC1=NNC2=CC=C(C=C12)C1=CC(=NC=C1)NC(CC1=CC=NC=C1)=O